1-(2,7-dichloro-8-fluoropyrido[4,3-d]pyrimidin-4-yl)piperidin-4-one O-methyloxime CON=C1CCN(CC1)C=1C2=C(N=C(N1)Cl)C(=C(N=C2)Cl)F